OCC[C@H](CCOC1=NC(=CC=C1S(=O)(=O)N1[C@@H](CCC1)C(=O)OC)C)C methyl ((2-(((R)-5-hydroxy-3-methylpentyl)oxy)-6-methylpyridin-3-yl)sulfonyl)-L-prolinate